butylcarbonyl-lithium C(CCC)C(=O)[Li]